2-amino-1,1'-biphenyl NC1=C(C=CC=C1)C1=CC=CC=C1